c-gamma-Hydroxy-Arginin OC(C[C@H](N)C(=O)O)CNC(N)=N